1-[3-[9-ethyl-6-morpholino-8-(4-pyridyl)purin-2-yl]phenyl]pyrrolidin-2-one C(C)N1C2=NC(=NC(=C2N=C1C1=CC=NC=C1)N1CCOCC1)C=1C=C(C=CC1)N1C(CCC1)=O